FC1=CC=C2C(N3C(=NC2=C1)[C@H]1CCCN([C@@H]1CC3)C)=O |r| (±)-(4aR,13bS)-11-fluoro-4-methyl-1,2,3,4,4a,5,6,13b-octahydro-8H-[1,6]naphthyridino[5,6-b]quinazolin-8-one